[Li+].CC=1[C@H](N2C(N([C@H](C1)C2)OCC(=O)[O-])=O)C(NCCC2NC(CC2)=O)=O [(2S,5R)-3-methyl-7-oxo-2-[2-(5-oxopyrrolidin-2-yl)ethylcarbamoyl]-1,6-diazabicyclo[3.2.1]oct-3-en-6-yl]oxylacetic acid lithium salt